[N+](=O)([O-])C1=CC=C(C=C1)S(=O)(=O)N1CCN(CC1)C(=O)C1=C(C=CC=C1)CC(=O)[O-] 2-(4-((4-nitrophenyl)sulfonyl)piperazine-1-carbonyl)phenylacetate